β-azidophenylalanine N(=[N+]=[N-])C([C@H](N)C(=O)O)C1=CC=CC=C1